5-(2-penten-5-yloxy)carbonylamino-3-(1-(sec-butyl)-piperidin-4-yl)pyrrolo[3,2-b]pyridine CC=CCCOC(=O)NC1=CC=C2C(=N1)C(=CN2)C2CCN(CC2)C(C)CC